COC=1C=CC2=C(C(N(C(O2)C2=CC=CC=C2)O)C2=CC=CC=C2)C1 6-methoxy-2,4-diphenyl-2H-benzo[e][1,3]oxazin-3(4H)-ol